C(#N)C1=CC=C(C=C1)N1N=C(C(=C1)C(=O)OCC)C ethyl 1-(4-cyanophenyl)-3-methyl-1H-pyrazole-4-carboxylate